C[Si](C1C2=CC(=CC=C2C=2C=CC(=CC12)C1=CC(=CC(=C1)C)C)C1=CC(=CC(=C1)C)C)(C1C=CC=C1)C dimethyl-(cyclopentadienyl)(2,7-bis(3,5-dimethylphenyl)-9-fluorenyl)silicon